C(C)(C)(C)OC(=O)N(C(OC(C)(C)C)=O)C1=C(C(=CC=C1F)NC(C1=C(C(=CC=C1Cl)NC(=O)OC(C)(C)C)F)=O)F tert-Butyl (tert-butoxycarbonyl)(3-(3-((tert-butoxycarbonyl)amino)-6-chloro-2-fluorobenzamido)-2,6-difluorophenyl)carbamate